3-(3-hydroxy-propyl)-cyclobutanecarboxylic acid methyl ester COC(=O)C1CC(C1)CCCO